FS(C1=CC=C(C=C1)NC1CCN(CC1)S(=O)(=N)C1=CC=C(C=C1)C=1C=C2C(=CNC2=CC1)C#N)(F)(F)(F)F 5-{4-[(4-{[4-(pentafluoro-λ6-sulfanyl)phenyl]Amino}piperidin-1-yl)sulfonimidoyl]phenyl}-1H-indole-3-carbonitrile